COC(=O)C=1C2C(C(OC1)OC)C(=CC2)C=O.NC=2C=C(C(=C(C2)C(C)=O)F)C(F)F (5-amino-3-(difluoromethyl)-2-fluorophenyl)ethan-1-one methyl-7-formyl-1-methoxy-1,4a,5,7a-tetrahydrocyclopenta[c]pyran-4-carboxylate